C(C1=CC=CC=C1)C=1C(NC=2C=C(C3=C(C2N1)C=CC=C3)OCCCCCC(=O)NO)=O 6-((2-Benzyl-3-oxo-3,4-dihydrobenzo[f]quinoxalin-6-yl)oxy)-N-hydroxyhexanamide